3-methyl-3-{2,4,5-trichloropyrrolo[2,1-f][1,2,4]triazin-7-yl}butan-2-ol CC(C(C)O)(C)C1=CC(=C2C(=NC(=NN21)Cl)Cl)Cl